6-((2,6-dimethylpyrimidin-4-yl)amino)-N-ethoxy-4-((4-isopropoxy-2-(N-methylsulfamoyl)phenyl)amino)nicotinamide CC1=NC(=CC(=N1)NC1=NC=C(C(=O)NOCC)C(=C1)NC1=C(C=C(C=C1)OC(C)C)S(NC)(=O)=O)C